C(CCCCCCCC=CCC=CCCCCC)O octadecane-9,12-dien-1-ol